5-methoxy-4-hydroxy-N,N-dimethyltryptamine COC1=CC=C2NC=C(CCN(C)C)C2=C1O